C(C)C1CN(C[C@@H]1C1=CN=C2N1C1=C(N=C2)NC=C1)C(=O)NCC(F)(F)F (31S,4R)-3-ethyl-4-(3H-imidazolo[1,2-a]pyrrolo[2,3-e]pyrazin-8-yl)-N-(2,2,2-trifluoroethyl)pyrrolidine-1-carboxamide